(S)-pyrrolidine-2-carboxylic acid (4-hydroxy-phenyl)-amide OC1=CC=C(C=C1)NC(=O)[C@H]1NCCC1